CN1C(=C(C2=C1N=CN=C2N)C2=NC=CC=N2)C2=CCC1(CCNCC1)CC2 7-methyl-5-(pyrimidin-2-yl)-6-(3-azaspiro[5.5]undec-8-en-9-yl)-7H-pyrrolo[2,3-d]pyrimidin-4-amine